(S)-2-amino-N-(4-(3-(2-methylpyridin-4-yl)phenyl)thiazol-2-yl)-4-(methylthio)butanamide N[C@H](C(=O)NC=1SC=C(N1)C1=CC(=CC=C1)C1=CC(=NC=C1)C)CCSC